2-FORMYL-1H-IMIDAZOLE-4-CARBONITRILE C(=O)C=1NC=C(N1)C#N